The molecule is the meta-isomer of ATTO 590 cation. It has a role as a fluorochrome. It is a dicarboxylic acid, an organic heteropentacyclic compound, a xanthene dye and an organic cation. CCN1C2=CC3=C(C=C2C(=CC1(C)C)C)C(=C4C=C5C(=CC([N+](=C5C=C4O3)CC)(C)C)C)C6=C(C=C(C=C6)C(=O)O)C(=O)O